FC1=CC=C2C(N(C(N(C2=C1)CC1=CC=C(C(=O)NO)C=C1)=O)C1=C(C=CC=C1)F)=O 4-((7-fluoro-3-(2-fluorophenyl)-2,4-dioxo-3,4-dihydroquinazolin-1(2H)-yl)methyl)-N-hydroxybenzamide